1-(methylsulfonyl)-1,2,3,4-tetra-hydroquinoline CS(=O)(=O)N1CCCC2=CC=CC=C12